COC(=O)C1(CC2=CC=C(C=C2C1)[N+](=O)[O-])N1C(N[C@@H](C1)C(C)C)=O 2-((R)-4-isopropyl-2-oxoimidazolidin-1-yl)-5-nitro-2,3-dihydro-1H-indene-2-carboxylic acid methyl ester